tert-Butyl 6-(2,4-dioxotetrahydropyrimidin-1(2H)-yl)-4-fluoro-1H-indole-1-carboxylate O=C1N(CCC(N1)=O)C1=CC(=C2C=CN(C2=C1)C(=O)OC(C)(C)C)F